NC1=C(C2=C(S1)C(C(CC2)(CC2CCCCC2)C#N)=O)C(=O)O 2-Amino-6-cyano-6-(cyclohexylmethyl)-7-oxo-4,5,6,7-tetrahydrobenzo[b]thiophene-3-carboxylic acid